O=C1N(CC2=CC=CC=C12)C[C@H]1N(CCC2=CC=CC(=C12)O[C@@H]1CN(CC1)C(=O)C1=CN=CS1)C(=O)C1CCCCC1 (1S,2R)-2-((S)-1-((1-Oxoisoindolin-2-yl)methyl)-8-(((S)-1-(thiazol-5-carbonyl)pyrrolidin-3-yl)oxy)-1,2,3,4-tetrahydroisochinolin-2-carbonyl)cyclohexan